Cl.FC=1C=C2C(C(=CN3C2=C(C1N1CCN(CC1)C1=NC(=NC(=C1)C)C(C)C)OC[C@@H]3C)C(=O)O)=O (S)-9-fluoro-10-(4-(2-isopropyl-6-methylpyrimidin-4-yl)piperazin-1-yl)-3-methyl-7-oxo-2,3-dihydro-7H-[1,4]oxazino[2,3,4-ij]quinoline-6-carboxylic acid hydrochloride